N-(5-(4-((2S,4R)-1-acetyl-4-((4-chlorophenyl)amino)-2-methyl-1,2,3,4-tetrahydroquinolin-6-yl)benzamido)pentyl)-5-(m-tolyl)piperidine-3-carboxamide hydrochloride Cl.C(C)(=O)N1[C@H](C[C@H](C2=CC(=CC=C12)C1=CC=C(C(=O)NCCCCCNC(=O)C2CNCC(C2)C=2C=C(C=CC2)C)C=C1)NC1=CC=C(C=C1)Cl)C